Delta-Aminolevulinic Acid Hydrochloride Cl.NCC(CCC(=O)O)=O